FC(COC1=C(C=C(C(=N1)OC)NS(=O)(=O)C1=CN=C2N1C=CC(=N2)C2COC2)F)F N-[6-(2,2-difluoroethoxy)-5-fluoro-2-methoxy-3-pyridinyl]-7-(oxetan-3-yl)imidazo[1,2-a]pyrimidine-3-sulfonamide